FC(C)(F)C=1N=CN(C(C1OC1=C(C=C(C#N)C=C1C)C)=O)CC1=C(N=C(NC1=O)C)C 4-((4-(1,1-difluoroethyl)-1-((2,4-dimethyl-6-oxo-1,6-dihydropyrimidin-5-yl)-methyl)-6-oxo-1,6-dihydro-pyrimidin-5-yl)oxy)-3,5-dimethylbenzonitrile